CCCCCCCCCC(=O)SCCNC(=O)CCNC(=O)[C@@H](C(C)(C)COP(=O)([O-])OP(=O)([O-])OC[C@@H]1[C@H]([C@H]([C@@H](O1)N2C=NC3=C(N=CN=C32)N)O)OP(=O)([O-])[O-])O The molecule is an acyl-CoA(4-) species arising from deprotonation of the phosphate and diphosphate OH groups of decanoyl-CoA. It has a role as a human metabolite and a Saccharomyces cerevisiae metabolite. It is a saturated fatty acyl-CoA(4-) and a medium-chain fatty acyl-CoA(4-). It is a conjugate base of a decanoyl-CoA.